NC1=C2C(=NC=N1)N(N=C2C2=CC=C(C=C2)OC2=CC=CC=C2)C2CCN(CC2)CC=2C=C(C=C(C2)F)N2C(NC(CC2)=O)=O 1-(3-((4-(4-amino-3-(4-phenoxyphenyl)-1H-pyrazolo[3,4-d]pyrimidin-1-yl)piperidin-1-yl)methyl)-5-fluorophenyl)dihydropyrimidine-2,4(1H,3H)-dione